N[C@H](C)C=1C=C(C=C2C(N(C(=NC12)C=1C=NC=NC1)C)=O)C (R)-8-(1-aminoethyl)-3,6-dimethyl-2-(pyrimidin-5-yl)quinazolin-4(3H)-one